5-chloro-2-(2-fluoro-4-pyridinyl)-4-(7-methyl-1,4-diazepan-1-yl)-1H-pyrimidin-6-one ClC1=C(N=C(NC1=O)C1=CC(=NC=C1)F)N1CCNCCC1C